2-(3,4-dibenzyloxy-phenyl)-N-carbobenzyloxyserine C(C1=CC=CC=C1)OC=1C=C(C=CC1OCC1=CC=CC=C1)[C@](NC(=O)OCC1=CC=CC=C1)(CO)C(=O)O